NC1=C(SC=2N=C(N=CC21)C)C(=O)NC2CC=1C=CC(=NC1CC2)N2CC1(C(CCO1)C)C(C2)N 5-amino-N-(2-{9-amino-4-methyl-1-oxa-7-azaspiro[4.4]nonan-7-yl}-5,6,7,8-tetrahydroquinolin-6-yl)-2-methylthieno[2,3-d]pyrimidine-6-carboxamide